tertiary butyl-sodium C(C)(C)(C)[Na]